S1(C=CC=C1)(=N)=O 1λ4-thiophene-1-imine-1-oxide